CC=CC(=O)NC=1C=CC(=NC1)OB(O)O (5-methylacrylamidopyridin-2-yl)boric acid